COC(C(=O)C1=CC=C(C=C1)F)=O alpha-(4-fluorophenyl)-alpha-ketoacetic acid methyl ester